6-fluoro-4-(3-(2-methyl-6,7-dihydropyrazolo[1,5-a]pyrimidin-4(5H)-yl)-7,8-dihydro-1,6-naphthyridin-6(5H)-yl)quinazoline FC=1C=C2C(=NC=NC2=CC1)N1CC=2C=C(C=NC2CC1)N1C=2N(CCC1)N=C(C2)C